FC1=CC=C(C(=O)OC2=C(C(=CC(=C2)C(C)(C)C)C)OC(C2=CC=C(C=C2)F)=O)C=C1 3-methyl-5-tert-butyl-1,2-phenylene di(4-fluorobenzoate)